5-chloro-2-(4,4-difluoroazepan-1-yl)-4,6-dimethyl-N-[1-(methylsulfonyl)-1H-pyrazol-4-yl]pyridine-3-carboxamide ClC=1C(=C(C(=NC1C)N1CCC(CCC1)(F)F)C(=O)NC=1C=NN(C1)S(=O)(=O)C)C